C1=CC=C2C(=C1)C(=O)SS2(=O)=O 3H-1,2-benzodithiol-one 1,1-dioxide